FC1(CCC(N(C1)C)C1=NC=CC(=C1NC(=O)C=1C=NC(=NC1)C(C)C)C1=C(C=CC=C1)F)F N-(2-(5,5-difluoro-1-methylpiperidin-2-yl)-4-(2-fluorophenyl)pyridin-3-yl)-2-isopropylpyrimidine-5-carboxamide